(Z)-2-((3-((4-hydroxybut-2-en-1-yl)oxy)-4-(4-methylpiperazin-1-yl)phenyl)amino)-5-((triisopropylsilyl)ethynyl)pyrido[2,3-d]pyrimidin-7(8H)-one OC\C=C/COC=1C=C(C=CC1N1CCN(CC1)C)NC=1N=CC2=C(N1)NC(C=C2C#C[Si](C(C)C)(C(C)C)C(C)C)=O